CC(C[C@H]1[C@@H](C[C@H]2N(CCC3=CC(=C(C=C23)OC)OCCO)C1)O)(C)C (2R,3R,11bR)-3-(2,2-dimethylpropyl)-9-(2-hydroxyethoxy)-10-methoxy-1H,2H,3H,4H,6H,7H,11bH-pyrido[2,1-a]isoquinolin-2-ol